CCO[Si](OC)(OC)OCCC methylpropanoxytrimethoxysilane